6-(benzyloxymethyl)-7-[4-bromo-3-(trifluoromethyl)benzoyl]-2-[4-(cyclopropoxy)phenyl]-3-oxo-N-[(2-pyrimidin-2-ylphenyl)methyl]-6,8-dihydro-5H-imidazo[1,5-a]pyrazine-1-carboxamide C(C1=CC=CC=C1)OCC1N(CC=2N(C1)C(N(C2C(=O)NCC2=C(C=CC=C2)C2=NC=CC=N2)C2=CC=C(C=C2)OC2CC2)=O)C(C2=CC(=C(C=C2)Br)C(F)(F)F)=O